1,5-bis(vinylsulfonyl)-2,4-dimethylbenzene C(=C)S(=O)(=O)C1=C(C=C(C(=C1)S(=O)(=O)C=C)C)C